(2,6-di-t-butyl-4-methylphenyl)benzyl-pentaerythritol diphosphite OP(O)OP(O)O.C(C)(C)(C)C1=C(C(=CC(=C1)C)C(C)(C)C)C(O)(C(CO)(CO)CO)CC1=CC=CC=C1